O=C1CC=[NH+]C=C1 4-oxo-3,4-diHydropyridinium